COC1=C(C(=O)NNC2=NC=CC=C2[N+](=O)[O-])C(=CC(=C1)C(F)(F)F)C 2-methoxy-6-methyl-N'-(3-nitropyridin-2-yl)-4-(trifluoromethyl)-benzohydrazide